N'-(4-(5-(3,5-dichlorophenyl)-5-(trifluoromethyl)-4,5-dihydroisoxazol-3-yl)benzoyl)-2,4-difluorobenzoyl-hydrazine ClC=1C=C(C=C(C1)Cl)C1(CC(=NO1)C1=CC=C(C(=O)NNC(C2=C(C=C(C=C2)F)F)=O)C=C1)C(F)(F)F